(7aS,10S)-2-(4-(4-chloro-3-(trifluoro-methyl)phenoxy)phenylethoxy)-6,7,10,11-tetrahydro-4H,8H-7a,10-methanopyrimido[6',1':2,3]pyrimido[6,1-c][1,4]oxazin-4-one ClC1=C(C=C(OC2=CC=C(C=C2)CCOC2=NC(N3C(N4[C@@]5(CO[C@H](C4)C5)CC3)=C2)=O)C=C1)C(F)(F)F